C(C)(C)(C)OC(=O)N1CCN(CC1)C1=NC(=CC(=C1)F)C=1C=NN2C1C=C(C=C2)Cl tert-butyl-4-[6-(5-chloropyrazolo[1,5-a]pyridin-3-yl)-4-fluoro-2-pyridyl]-piperazine-1-carboxylate